C(C)(C)(C)C1=C(C(=CC(=C1)C)C(C)(C)C)O 2,6-ditertiary butyl-4-methylphenol